5-[3-(cyclopropylmethoxy)pyrrolidin-1-yl]-N-methyl-7-(trifluoromethyl)thieno[3,2-b]pyridine-3-carboxamide C1(CC1)COC1CN(CC1)C1=CC(=C2C(=N1)C(=CS2)C(=O)NC)C(F)(F)F